2-(((1s,4s)-4-((5-(1-(2,2-difluoroethyl)-2-methyl-1H-imidazo[4,5-b]pyridin-6-yl)-4-methoxy-7H-pyrrolo[2,3-d]pyrimidin-2-yl)amino)cyclohexyl)oxy)ethan-1-ol FC(CN1C(=NC2=NC=C(C=C21)C2=CNC=1N=C(N=C(C12)OC)NC1CCC(CC1)OCCO)C)F